amino-2'-hydroxy-[1,1'-biphenyl]-3-carboxylic acid NC1=C(C=CC=C1C(=O)O)C1=C(C=CC=C1)O